N-[4-(4-phenylacetylphenyl)-2,2-dimethylbutyl]-4-methylbenzenesulfonamide C1(=CC=CC=C1)CC(=O)C1=CC=C(C=C1)CCC(CNS(=O)(=O)C1=CC=C(C=C1)C)(C)C